C(OCC)(OC(C)CC(C)NC(C1=CC=CC=C1)=O)=O ethyl (4-benzamidopent-2-yl) carbonate